1-(4-(2-(2,6-dimethylpyridin-4-yl)-3-isopropyl-1H-indol-5-yl)piperidin-1-yl)-2-(1H-1,2,3-triazol-1-yl)ethan-1-one CC1=NC(=CC(=C1)C=1NC2=CC=C(C=C2C1C(C)C)C1CCN(CC1)C(CN1N=NC=C1)=O)C